BrC=1C=C(C(=NC1)COC1=CC=CC(=N1)C1=CC(=C(C=C1F)CC=1N(C2=C(N1)C=CC(=C2)C(=O)OC)C[C@H]2OCC2)F)C Methyl 2-[[4-[6-[(5-bromo-3-methyl-2-pyridyl)methoxy]-2-pyridyl]-2,5-difluoro-phenyl]methyl]-3-[[(2S)-oxetan-2-yl]methyl]benzimidazole-5-carboxylate